O[C@H](C)C=1OC(=C(N1)C)C(=O)N1[C@H](C2=C(CC1)NC=N2)C2=NN1C(C(=CC=C1)C)=C2 (2-((R)-1-hydroxyethyl)-4-methyloxazol-5-yl)((R)-4-(4-methylpyrazolo[1,5-a]pyridin-2-yl)-6,7-dihydro-1H-imidazo[4,5-c]pyridin-5(4H)-yl)methanone